ClC=1C(=NC=CC1C1=C(C(=CC=C1)C1=NC(=C(C=C1)C=O)OC)Cl)C=1C=C(C=2N(C1)C=C(N2)C=O)OC 6-(3-chloro-4-(2-chloro-3-(5-formyl-6-methoxypyridin-2-yl)phenyl)pyridin-2-yl)-8-methoxyimidazo[1,2-a]pyridine-2-carbaldehyde